(2,2,3,3,3-Pentafluoropropoxy)-6-(6-(trifluoromethyl)pyridin-2-yl)-N-(2-(trifluoromethyl)pyridin-4-yl)-1,3,5-triazin-2-amine FC(COC1=NC(=NC(=N1)C1=NC(=CC=C1)C(F)(F)F)NC1=CC(=NC=C1)C(F)(F)F)(C(F)(F)F)F